CS(=O)(C)=NC=1C=C(C(=O)N[C@H](C(=O)NC2=CC(=C3C(=C2)NCC32CCOCC2)F)[C@@H]2CC[C@H](CC2)C)C=CC1 3-{[Dimethyl(oxo)-λ6-sulfanylidene]amino}-N-{(1S)-2-[(4-fluorospiro[indoline-3,4'-tetrahydropyran]-6-yl)amino]-1-(trans-4-methylcyclohexyl)-2-oxoethyl}benzamide